N-(5-cyclopentylpyrimidin-2-yl)-2-[(4-methyl-4H-1,2,4-triazol-3-yl)sulfanyl]-5-nitrobenzamide C1(CCCC1)C=1C=NC(=NC1)NC(C1=C(C=CC(=C1)[N+](=O)[O-])SC1=NN=CN1C)=O